tert-butyl (4aS,7aR)-4a-(hydroxymethyl)-octahydro-1H-cyclopenta[b]pyridine-1-carboxylate OC[C@]12[C@H](N(CCC1)C(=O)OC(C)(C)C)CCC2